N-((1-(4-(trifluoromethyl)phenyl)-1H-indazol-3-yl)methyl)methanesulfonimidamide FC(C1=CC=C(C=C1)N1N=C(C2=CC=CC=C12)CNS(=O)(=N)C)(F)F